IC1=CC=C(C=C1)\C(=C/COC1=CC(=C(OCC(=O)OC)C=C1)C)\C1=CC=C(C=C1)C methyl (Z)-[4-[3-(4-iodophenyl)-3-(4-methylphenyl)allyloxy]-2-methylphenoxy]-acetate